CN(C)CCCS1C=CC=C1 (S)-N,N-dimethyl-3-(1-thienyl)propylamine